oxo-5-(tetrahydro-2H-pyran-4-yl)-4,5-dihydro-1H-pyrrolo[3,2-c]Pyridine-7-carboxylic acid methyl ester COC(=O)C=1C2=C(C(N(C1)C1CCOCC1)=O)C=CN2